7-[5-CHLORO-2-[(4,4-DIMETHYLOXOLAN-2-YL)METHOXY]PHENYL]-N-[(2,4-DIMETHOXYPHENYL)METHYL]CINNOLIN-4-AMINE ClC=1C=CC(=C(C1)C1=CC=C2C(=CN=NC2=C1)NCC1=C(C=C(C=C1)OC)OC)OCC1OCC(C1)(C)C